FC(C=1C(=C(C=CC1)[C@@H](C)NC1=NC(=NC2=C3C(=C(C=C12)C1(CCN(CC1)CC(=O)N(C)C)O)OCC3)C)F)F (R)-2-(4-(4-((1-(3-(difluoromethyl)-2-fluorophenyl)ethyl)amino)-2-methyl-8,9-dihydrofuro[2,3-h]quinazolin-6-yl)-4-hydroxypiperidin-1-yl)-N,N-dimethylacetamide